4-O-beta-D-galactopyranosyl-alpha-D-glucose [C@@H]1([C@H](O)[C@@H](O)[C@@H](O)[C@H](O1)CO)O[C@H]1[C@@H]([C@H]([C@@H](O)O[C@@H]1CO)O)O